FC1=C(C(=CC(=C1)OC)F)N1N(C=CC1=O)C (2,6-difluoro-4-methoxyphenyl)-1-methyl-1,2-dihydro-3H-pyrazol-3-one